(3,3'-dimethyl[1,1'-biphenyl]-4,4'-diyl)bis(azo)bis[4-amino-5-hydroxy-1,3-naphthalenedisulphonic acid] tetrasodium salt [Na+].[Na+].[Na+].[Na+].CC=1C=C(C=CC1N=NC1=C(C2=CC=CC(=C2C(=C1S(=O)(=O)[O-])N)O)S(=O)(=O)[O-])C1=CC(=C(C=C1)N=NC1=C(C2=CC=CC(=C2C(=C1S(=O)(=O)[O-])N)O)S(=O)(=O)[O-])C